CN([C@H]1CN(CC1)C=1N=C(C2=C(N1)C=CO2)NC=2N=CN(C2)C2=CC(=C(C(=C2)OC)OC)OC)C (R)-2-(3-(dimethylamino)pyrrolidin-1-yl)-N-(1-(3,4,5-trimethoxyphenyl)-1H-imidazol-4-yl)furo[3,2-d]pyrimidin-4-amine